5-chloro-N-(2,4-dimethoxybenzyl)-2,4-difluoro-N-(5-chlorothiazol-2-yl)benzenesulfonamide ClC=1C(=CC(=C(C1)S(=O)(=O)N(C=1SC(=CN1)Cl)CC1=C(C=C(C=C1)OC)OC)F)F